(4-bromo-2-(1-ethyl-3-methyl-1H-pyrazol-5-yl)thiazol-5-yl)methanol BrC=1N=C(SC1CO)C1=CC(=NN1CC)C